(R)-2-(1-benzyl-7-fluoro-3-methyl-2-oxoindol-3-yl)acetic acid C(C1=CC=CC=C1)N1C([C@](C2=CC=CC(=C12)F)(C)CC(=O)O)=O